O=C1CCN(CCC1)C(=O)OC(C)(C)C t-butyl 4-oxo-azepane-1-carboxylate